N[C@H]1CC=2C(=NC=CC2NC(=O)C2=CNCCS2)N1 N-((1R,2R)-2-Amino-2,3-dihydro-pyrrolo[2,3-b]pyridin-4-yl)-3,4-dihydro-2H-1,4-thiazine-6-carboxamide